C(CCCCCCCCCCC)C1CN(CC1)C1CC(NC(C1)(C)C)(C)C 3-dodecyl-1-(2,2,6,6-tetramethyl-4-piperidyl)pyrrolidin